2-(8-hydroxynaphthalen-1-yl)-1-(3,4,5-trimethoxyphenyl)ethan-1-one OC=1C=CC=C2C=CC=C(C12)CC(=O)C1=CC(=C(C(=C1)OC)OC)OC